2H-3-phenyl-alanine C1(CC=CC=C1)C[C@H](N)C(=O)O